COCC(=O)N1CCC(CC1)C1=CC(=NC=C1)NC=1SC2=NC(=CC=C2N1)C1=CC=NC=C1 2-methoxy-1-(4-(2-((5-(pyridin-4-yl)thiazolo[5,4-b]pyridin-2-yl)amino)pyridin-4-yl)piperidin-1-yl)ethanone